[2-({[(2e,6s)-9-iodo-2,6-dimethyl-8-(tetrahydro-2h-pyran-2-yloxy)-2-nonenyl]oxy}-methoxy)ethyl](trimethyl)silane ICC(C[C@H](CC/C=C(/COCOCC[Si](C)(C)C)\C)C)OC1OCCCC1